C(CCCCCCCCCCCCCCCCC)(=O)NCCNC(CCCCCCCCCCCCCCCCC)=O N-[2-(octadecanoylamino)ethyl]octadecan-amide